C(C)(C)(C)OC(=O)N[C@H](C(=O)NC1=CC=C(C(=O)O)C=C1)CC1=CC=C(C=C1)NC(CCN(C)C)=O (S)-4-(2-((tert-butoxycarbonyl)amino)-3-(4-(3-(dimethylamino)propionamido)phenyl)propionamido)benzoic acid